P(=O)([O-])([O-])[O-].[Mg+2].[NH4+] ammonium magnesium phosphate salt